COC=1C=C(C=CC1OC)SCC(=O)O 2-((3,4-dimethoxyphenyl)thio)acetic acid